mono-ethylacetate C(C)OC(C)=O